C(C)(C)N(C(C)C)[SiH2][SiH2][SiH3] diisopropylaminotrisilane